3-(6-(((3R,4R)-1-(5-chloro-4-((1-methyl-2-oxoindolin-5-yl)amino)pyrimidin-2-yl)-3-methylpiperidin-4-yl)amino)-1-methyl-1H-indazol-3-yl)piperidine-2,6-dione ClC=1C(=NC(=NC1)N1C[C@H]([C@@H](CC1)NC1=CC=C2C(=NN(C2=C1)C)C1C(NC(CC1)=O)=O)C)NC=1C=C2CC(N(C2=CC1)C)=O